FC(C(=O)O)(F)F.NC1=NC=CC(=C1)OC1=C(C=C(C=C1)N1C(N(CC1=O)C=1C=NC=C(C1)C(F)(F)F)=O)CC 3-{4-[(2-amino-4-pyridinyl)oxy]-3-ethylphenyl}-1-[5-(trifluoromethyl)-3-pyridinyl]-2,4-imidazolidinedione trifluoroacetate